NC[C@H](CN1CC2=CC=CC=C2CC1)O (R)-1-amino-3-(3,4-dihydroisoquinolin-2(1H)-yl)-propan-2-ol